BrC=1C=C2C(=NC1)NC=C2CN2CCC(CC2)N2CCN(CC2)CC 1-[1-({5-bromo-1H-pyrrolo[2,3-b]pyridin-3-yl}methyl)piperidin-4-yl]-4-ethylpiperazine